C(CCC)[Sn](C=1SC=CC1)(CCCC)CCCC tributyl-(thien-2-yl)stannane